C(C)OC(=C)C=1C=C(C=CC1)C1(CC1)C(=O)O.C(C)(=O)C=1C=C(C=CC1)C1(CC1)C(=O)OC methyl 1-(3-acetylphenyl)cyclopropanecarboxylate 1-[3-(1-ethoxyvinyl)phenyl]cyclopropanecarboxylate